FC(C(=O)O)(F)F.N1(N=CC=C1)C(C)N1CCCCC1 [1-(1H-pyrazol-1-yl)ethyl]Piperidine trifluoroacetate